3-[2,3,4,5,6-pentakis(3-hydroxy-propoxy)hexoxy]propan-1-ol OCCCOC(COCCCO)C(C(C(COCCCO)OCCCO)OCCCO)OCCCO